CN1CCC(=CC1)C1=C(C=CC=C1NC1=NC=CC(=N1)C=1C=NN2C1C=CC=C2)N 1-methyl-3,6-dihydro-2H-pyridin-4-yl-N'-(4-pyrazolo[1,5-a]pyridin-3-ylpyrimidin-2-yl)benzene-1,3-diamine